C(C)(C)C1=C(NC2=CC=C(C=C12)NC(=O)[C@H]1CNCC1)C1=C2C(=NC=C1)NN=C2 (R)-N-(3-isopropyl-2-(1H-pyrazolo[3,4-b]pyridin-4-yl)-1H-indol-5-yl)pyrrolidine-3-carboxamide